N-(5,1'-Dihydroxy-1,2'-binaphthalin-4'-yl)-4-methoxybenzensulfonamid OC1=C2C=CC=C(C2=CC=C1)C1=C(C2=CC=CC=C2C(=C1)NS(=O)(=O)C1=CC=C(C=C1)OC)O